(R)-N-(6-(2-chloro-5-fluorophenyl)-3-(2,2-difluoroethyl)-2-methyl-8-oxo-2,6,7,8-tetrahydropyrrolo[3,4-g]indazol-5-yl)benzo[d]isothiazole-3-carboxamide ClC1=C(C=C(C=C1)F)[C@@H]1NC(C2=C1C(=CC1=C(N(N=C21)C)CC(F)F)NC(=O)C2=NSC1=C2C=CC=C1)=O